ClC1=CNC=2N=C(N=C(C21)OC[C@H]2CN(C[C@@H]2OC)C(C(=C)CO[Si](C(C)C)(C(C)C)C(C)C)=O)NC=2C=NN(C2)C ((3R,4R)-3-(((5-chloro-2-((1-methyl-1H-pyrazol-4-yl)amino)-7H-pyrrolo[2,3-d]pyrimidin-4-yl)oxy)methyl)-4-methoxypyrrolidin-1-yl)-2-(((triisopropylsilyl)oxy)methyl)prop-2-en-1-one